ClC1=C(C=C(C=C1)N\N=C(\C(=O)OCC)/C=N/O)F Ethyl (2E,3E)-2-[2-(4-chloro-3-fluorophenyl)hydrazinylidene]-3-(hydroxyimino)propanoate